1-(2-(dimethylamino)ethyl)-3-(4-(1-(3'-fluoro-[1,1'-biphenyl]-4-yl)-1H-benzo[d]imidazol-6-yl)phenyl)urea CN(CCNC(=O)NC1=CC=C(C=C1)C=1C=CC2=C(N(C=N2)C2=CC=C(C=C2)C2=CC(=CC=C2)F)C1)C